6-methyl-4-oxo-1H-pyridine CC1=CC(C=CN1)=O